C(C)C1=NN=C(O1)N 5-ethyl-1,3,4-oxadiazol-2-amine